CC(C(=O)N)=CC 2-methylbut-2-eneAmide